N-(4-aminobutyl)-1,4-butanediamine NCCCCNCCCCN